(S)-2-((1R,3S)-3-((2-chloropyrimidin-4-yl)oxy)cyclobutyl)-5-(3,5-difluorophenyl)-2,5,6,7-tetrahydro-3H-pyrrolo[2,1-c][1,2,4]triazol-3-one ClC1=NC=CC(=N1)OC1CC(C1)N1N=C2N(C1=O)[C@@H](CC2)C2=CC(=CC(=C2)F)F